4-(2-(2-(5-(4-fluorophenyl)isoxazol-3-yl)-1H-benzo[d]imidazol-1-yl)ethoxy)benzoic acid methyl ester COC(C1=CC=C(C=C1)OCCN1C(=NC2=C1C=CC=C2)C2=NOC(=C2)C2=CC=C(C=C2)F)=O